1,5,9,13-tetramethyl-1,5,9,13-tetraazacyclohexadecane CN1CCCN(CCCN(CCCN(CCC1)C)C)C